CN1C[C@@H](C[C@H](C1)C)N1N=C2C=C(C=CC2=C1)[C@@H]1NC[C@H](CC1)C |&1:3,5| 2-(rac-(3R,5R)-1,5-dimethylpiperidin-3-yl)-6-((2R,5S)-5-methylpiperidin-2-yl)-2H-indazole